CC(C[C@H](N)C(=O)O)CC 4-methyl-norleucine